NC(CCN1CC2=CC(=CC=C2C(C1)C)C(=O)NC=1C=NC=C(C1)C(F)(F)F)=O 2-(3-amino-3-oxo-propyl)-4-methyl-N-[5-(trifluoromethyl)-3-pyridyl]-3,4-dihydro-1H-isoquinoline-7-carboxamide